ClC1(CC1)[C@H]1C(CC(C1)C[C@H]1C(C1)(Cl)Cl)O (2R)-2-(1-chlorocyclopropyl)-4-[(1R)-2,2-dichlorocyclopropylmethyl]cyclopentanol